1-(1-((1r,4r)-4-(hydroxymethyl)cyclohexyl)-1H-indol-4-yl)-3-((2-(trimethylsilyl)ethoxy)methyl)dihydropyrimidine-2,4(1H,3H)-dione OCC1CCC(CC1)N1C=CC2=C(C=CC=C12)N1C(N(C(CC1)=O)COCC[Si](C)(C)C)=O